(R)-8-acryloyl-4-chloro-1-((R)-2,2-dimethyl-4-(methylamino)pyrrolidin-1-yl)-3-(2-fluorophenyl)-6,6a,7,8,9,10-hexahydro-12H-pyrazino[2,1-c]pyrido[3,4-f][1,4]oxazepin-12-one C(C=C)(=O)N1C[C@@H]2COC3=C(C(N2CC1)=O)C(=NC(=C3Cl)C3=C(C=CC=C3)F)N3C(C[C@H](C3)NC)(C)C